4-[5-[(1S)-2-amino-1-hydroxyethyl]pyridin-2-yl]-3-(2-methyl-6-pyridin-2-ylpyridin-4-yl)oxybenzonitrile NC[C@@H](O)C=1C=CC(=NC1)C1=C(C=C(C#N)C=C1)OC1=CC(=NC(=C1)C1=NC=CC=C1)C